4-(1-cyclopropyl-1H-indol-3-yl)furo[3,4-d]pyrimidin-5(7H)-one C1(CC1)N1C=C(C2=CC=CC=C12)C=1C2=C(N=CN1)COC2=O